[Cl-].[Sc+3].[Cl-].[Cl-] scandium chloride salt